C(\C=C\C1=CC(O)=C(O)C=C1)(=O)[O-] Trans-caffeate